C(C)N(C(=O)[C@H]1CN([C@@H]2CC=3C4=C(C2=C1)C=CC=C4NC3)CCC3=C(C=CC=C3)OC)CC (6aR,9R)-N,N-diethyl-7-(2-methoxyphenethyl)-4,6,6a,7,8,9-hexahydroindolo[4,3-fg]quinoline-9-carboxamide